N-(azetidin-3-yl)-2-hydroxybenzoamide N1CC(C1)NC(C1=C(C=CC=C1)O)=O